C(C)(C)(C)OC(=O)NC=1SC=C(N1)C(=O)OCC ethyl 2-[(tert-butoxycarbonyl)amino]-1,3-thiazole-4-carboxylate